C(C)(=O)[O-].[Ca+2].[Na+].C(C)(=O)[O-].C(C)(=O)[O-] sodium-calcium acetate